CC1=C(C(CC1)=O)C(C)CCCCCC 3-methyl-2-(oct-2-yl)cyclopent-2-en-1-one